COC=1C=C(CN2CCN(CC2)C2=CC=C(C=N2)C2=C3C=CC=NC3=CC(=C2)C=2C=NN(C2)C)C=CC1 5-(6-(4-(3-Methoxybenzyl)piperazin-1-yl)pyridin-3-yl)-7-(1-methyl-1H-pyrazol-4-yl)quinoline